Diethyl (3,5-dimethyl-1-(pyrimidin-5-yl)-1H-pyrazole-4-carbonyl)-L-valyl-D-glutamate CC1=NN(C(=C1C(=O)N[C@@H](C(C)C)C(=O)N[C@H](CCC(=O)OCC)C(=O)OCC)C)C=1C=NC=NC1